2,5-dimethyl-2,5-di(tert-butyl-peroxy)hex-3-yne CC(C)(C#CC(C)(OOC(C)(C)C)C)OOC(C)(C)C